N1=CN=CC(=C1)C=1N=NNC1 4-(pyrimidin-5-yl)-1H-1,2,3-triazol